(2Z)-4-[4-(1-methyl-1H-indazol-6-yl)-1-oxo-2,3-dihydro-1H-isoindol-2-yl]but-2-enenitrile CN1N=CC2=CC=C(C=C12)C1=C2CN(C(C2=CC=C1)=O)C\C=C/C#N